4-amino-3,5-dichloro-6-fluoro-pyridine-2-oxyacetic acid sodium [Na].NC1=C(C(=NC(=C1Cl)F)OCC(=O)O)Cl